Ethyl 4-oxo-3,8-diazabicyclo[3.2.1]octane-2-carboxylate O=C1NC(C2CCC1N2)C(=O)OCC